(S)-tert-butyl 2-(2-(1-cyclopropyl-1H-pyrazole-4-carbonyl)-6-(3-methyl-1H-pyrrolo[2,3-b]Pyridin-5-yl)-1,2,3,4-tetrahydroisoquinolin-8-yl)pyrrolidine-1-carboxylate C1(CC1)N1N=CC(=C1)C(=O)N1CC2=C(C=C(C=C2CC1)C=1C=C2C(=NC1)NC=C2C)[C@H]2N(CCC2)C(=O)OC(C)(C)C